4-iodo-N-methoxy-N,3-dimethylbenzamide IC1=C(C=C(C(=O)N(C)OC)C=C1)C